6-((4-(((S)-2-hydroxy-1-phenylethyl)amino)-5-(3-(quinuclidin-4-yl)-1,2,4-oxadiazol-5-yl)pyrimidin-2-yl)amino)-3-methyl-4-methylene-3,4-dihydroisoquinolin-1(2H)-one OC[C@H](C1=CC=CC=C1)NC1=NC(=NC=C1C1=NC(=NO1)C12CCN(CC1)CC2)NC=2C=C1C(C(NC(C1=CC2)=O)C)=C